COC1=C(C(=O)P(C2=CC=C(C=C2)OC)=O)C(=CC=C1)OC 2,6-dimethoxybenzoyl-4-methoxyphenyl-phosphine oxide